N-methyl-N,3-diphenylpropionamide CN(C(CCC1=CC=CC=C1)=O)C1=CC=CC=C1